4-((S)-1-(2-((3R,4S)-3-Amino-4-fluoropiperidin-1-yl)-1H-benzo[d]imidazol-1-yl)ethyl)benzonitril-hydrochlorid Cl.N[C@@H]1CN(CC[C@@H]1F)C1=NC2=C(N1[C@@H](C)C1=CC=C(C#N)C=C1)C=CC=C2